C(CC\C=C/CCCCC)C(=C(C(=O)OCC1CN(CC1COC(C(=C(CCCC=CCCCCC)CCC\C=C/CCCCC)F)=O)CC1=CC=CC=C1)F)CCC\C=C/CCCCC (1-benzylpyrrolidine-3,4-diyl)bis(methylene) (7Z,7'Z)-bis(3-((Z)-dec-4-en-1-yl)-2-fluorotrideca-2,7-dienoate)